ethyl 2-((R)-1-((tert-butoxycarbonyl) amino) ethyl)-5-fluoro-2,3-dihydrobenzofuran-7-carboxylate C(C)(C)(C)OC(=O)N[C@H](C)C1OC2=C(C1)C=C(C=C2C(=O)OCC)F